BrC1=CC=C(S1)C=1N(C(C2=C(N(C(C21)=O)CC(CCCCCCCCCC)CCCCCCCC)C=2SC(=CC2)Br)=O)CC(CCCCCCCCCC)CCCCCCCC 3,6-bis(5-bromothiophen-2-yl)-2,5-bis(2-octyldodecyl)-2,5-dihydropyrrolo[3,4-c]pyrrole-1,4-dione